FC(C(=O)O)(F)F.C1(CC1)NCC1=CC(=C(C(=O)OC)C=C1)OC methyl 4-((cyclopropylamino)methyl)-2-methoxybenzoate 2,2,2-trifluoroacetate